7-methylthieno[3,2-d][1,2,3]triazin CC1=CSC2=C1N=NN=C2